ClC1=C(OCCC(=O)O)C=CC(=C1C=1N(C2=NC=NC(=C2N1)OC1(CC1)C)CC1=CC(=CC=C1)Cl)F 3-(2-chloro-3-(9-(3-chlorobenzyl)-6-(1-methylcyclopropoxy)-9H-purin-8-yl)-4-fluorophenoxy)propanoic acid